Methyl 1-[3-(benzyloxy)-2-formylphenyl]piperidine-4-carboxylate C(C1=CC=CC=C1)OC=1C(=C(C=CC1)N1CCC(CC1)C(=O)OC)C=O